OCC=1C=C(C=CC1)NC1=NC=NC2=CC(=C(C=C12)OC1CN(C1)C(C=C)=O)OC 1-(3-((4-((3-(hydroxy-methyl)phenyl)amino)-7-methoxyquinazolin-6-yl)-oxy)azetidin-1-yl)prop-2-en-1-one